5-(sec-butyl)-3-(6-(pyridin-2-ylethynyl)pyridin-3-yl)-1,2,4-oxadiazole C(C)(CC)C1=NC(=NO1)C=1C=NC(=CC1)C#CC1=NC=CC=C1